CN1C(=NC=C1)C(=O)ON=CC1=CC=C(C=C1)N(CC)CC 4-(Diethylamino)benzaldehyde-O-(1-methyl-1H-imidazole-2-carbonyl) oxime